CC1CCC2CC1(C2(C)C)C3(CCC4CC3(C4(C)C)C56CC(C5(C)C)CCC6C)C terpinyl